methyl (2E)-2-(N-hydroxyimino)-2-(4-nitrophenyl)acetate O\N=C(\C(=O)OC)/C1=CC=C(C=C1)[N+](=O)[O-]